2-({4-[(2-imino-2,3-dihydro-1,3-oxazol-3-yl)methyl]-1H-1,3-benzodiazol-2-yl}amino)-2-[3-(trifluoromethoxy)phenyl]-propyl 2,2-dimethylpropanoate CC(C(=O)OCC(C)(C1=CC(=CC=C1)OC(F)(F)F)NC1=NC2=C(N1)C=CC=C2CN2C(OC=C2)=N)(C)C